NC=1C(=CC(=C(C(=O)OC)C1)C(C)(C)C)C(C)(C)C methyl 5-amino-2,4-di-t-butylbenzoate